8-Hydroxynaphthalin OC=1C=CC=C2C=CC=CC12